COC1(CCOCC1)C(=O)N1CC=2C(=NC=3N(C2C1)C(=CN3)C)N[C@H](C)C3=C(C(=CC=C3)C(F)(F)F)C (R)-(4-methoxytetrahydro-2H-pyran-4-yl)(8-methyl-4-((1-(2-methyl-3-(trifluoromethyl)phenyl)ethyl)amino)-1H-imidazo[1,2-a]pyrrolo[3,4-e]pyrimidin-2(3H)-yl)methanone